CC1(CN(C1)C1=CC=C(C=C1)NC=1C=C2CN(C(C2=CC1)=O)C)C 5-((4-(3,3-Dimethyl-azetidin-1-yl)phenyl)amino)-2-methyl-isoindolin-1-one